(1S)-1-(5-Chloro-1H-1,3-benzodiazol-2-yl)ethan-1-amine hydrochloride Cl.ClC1=CC2=C(NC(=N2)[C@H](C)N)C=C1